alpha-methylserotonin CC(CC1=CNC2=C1C=C(C=C2)O)N